COC=1C=C(C=CC1NC(C1=CC(=CC=C1)Cl)=O)NC(=O)C1=CC=NC2=CC=C(C=C12)F N-(3-methoxy-4-(3-chlorobenzamido)phenyl)-6-fluoroquinoline-4-carboxamide